trimethyl(3-(4,4,5,5-tetramethyl-1,3,2-dioxaborolan-2-yl)naphthalen-1-yl)germane C[Ge](C1=CC(=CC2=CC=CC=C12)B1OC(C(O1)(C)C)(C)C)(C)C